2-(4,4-difluoropiperidine-1-carbonyl)-7-(4-(imidazo[1,2-a]pyridin-3-yl)-2,5-dioxo-2,5-dihydro-1H-pyrrol-3-yl)-1,2,3,4-tetrahydro-[1,4]diazepino[6,7,1-hi]indole-9-carbonitrile FC1(CCN(CC1)C(=O)N1CCN2C=C(C3=CC(=CC(=C23)C1)C#N)C=1C(NC(C1C1=CN=C2N1C=CC=C2)=O)=O)F